ethyl alpha-linolenate C(CCCCCCC\C=C/C\C=C/C\C=C/CC)(=O)OCC